C[C@H]1CC[C@@H](N(C1)C(=O)OCC1=CC=CC=C1)C=1C=CC2=C(N=C(S2)C2NCCNC2)C1 benzyl (2R,5S)-5-methyl-2-(2-piperazin-2-yl-1,3-benzothiazol-5-yl)piperidine-1-carboxylate